2-(dimethylamino)-N-[(3R,5S)-1-(8-methoxyquinoxalin-5-yl)-5-methylpiperidin-3-yl]Acetamide CN(CC(=O)N[C@H]1CN(C[C@H](C1)C)C1=C2N=CC=NC2=C(C=C1)OC)C